NC=1C(=NON1)OCCOCCOCCOC=1C(=NON1)N 4-[2-[2-[2-[(4-amino-1,2,5-oxadiazol-3-yl)oxy]ethoxy]ethoxy]ethoxy]-1,2,5-oxadiazol-3-amine